4-((5-cyclopropyl-3-(2,6-difluorophenyl)isoxazol-4-yl)methoxy)azepane-1-carboxylic acid tert-butyl ester C(C)(C)(C)OC(=O)N1CCC(CCC1)OCC=1C(=NOC1C1CC1)C1=C(C=CC=C1F)F